methyl (S)-2-(4-(4'-fluoro-3'-(pyrazolo[1,5-a]pyrimidine-3-carboxamido)-[1,1'-biphenyl]-4-yl)-2,3,9-trimethyl-6H-thieno[3,2-f][1,2,4]triazolo[4,3-a][1,4]diazepin-6-yl)acetate FC1=C(C=C(C=C1)C1=CC=C(C=C1)C1=N[C@H](C=2N(C3=C1C(=C(S3)C)C)C(=NN2)C)CC(=O)OC)NC(=O)C=2C=NN3C2N=CC=C3